1,2-diamino-5-fluoro-4-(methoxycarbonyl)pyridin-1-ium 2,4,6-trimethylbenzenesulfonate CC1=C(C(=CC(=C1)C)C)S(=O)(=O)[O-].N[N+]1=C(C=C(C(=C1)F)C(=O)OC)N